N1(C=CC=C1)C[C@H]1C[C@@H](NC1)CONC(=O)[C@H]1N2C(N([C@H](CC1)C2)OS(=O)(=O)O)=O (2S,5R)-N-{[(2R,4S)-4-(1H-Pyrrol-1-ylmethyl)-pyrrolidin-2-yl]methyloxy}-7-oxo-6-(sulfooxy)-1,6-diazabicyclo[3.2.1]octane-2-carboxamide